(5'S,7a'R)-5'-(3,5-difluorophenyl)-1-(5-fluoropyrimidin-2-yl)tetrahydro-3'H-spiro[piperidine-4,2'-pyrrolo[2,1-b][1,3]oxazol]-3'-one FC=1C=C(C=C(C1)F)[C@@H]1CC[C@H]2OC3(C(N21)=O)CCN(CC3)C3=NC=C(C=N3)F